FC1=C(C=C(C=C1)F)C1=C(C(=NC=C1)[C@@H]1OCC(CC1)(F)F)NC(C1=CN=C(C(=C1)F)OC)=O |r| rac-N-(4-(2,5-difluorophenyl)-2-(5,5-difluorotetrahydro-2H-pyran-2-yl)pyridin-3-yl)-5-fluoro-6-methoxynicotinamide